8-bromo-7-fluoro-2,4-dimethyl-4H-imidazo[1,5,4-de]quinoxalin-5(6H)-one BrC=1C=C2C=3N(C(C(NC3C1F)=O)C)C(=N2)C